2,4-diphenyl-6-(3-(4,4,5,5-tetramethyl-1,3,2-dioxaborolan-2-yl)phenyl)pyridine C1(=CC=CC=C1)C1=NC(=CC(=C1)C1=CC=CC=C1)C1=CC(=CC=C1)B1OC(C(O1)(C)C)(C)C